(R)-3-(1,4-Dimethyl-1H-benzo[d][1,2,3]triazol-5-yl)-3-(3-(((R)-2-ethyl-2,3-dihydrobenzo[f][1,4]oxazepin-4(5H)-yl)methyl)-4-methylphenyl)-2,2-dimethylpropanoic acid CN1N=NC2=C1C=CC(=C2C)[C@H](C(C(=O)O)(C)C)C2=CC(=C(C=C2)C)CN2C[C@H](OC1=C(C2)C=CC=C1)CC